(R)-3-(3-(difluoromethoxy)phenyl)-N-(3-methyl-1,1-dioxidothietan-3-yl)-1-(tetrahydro-2H-pyran-4-yl)-4,5,6,7-tetrahydro-1H-indazole-6-carboxamide FC(OC=1C=C(C=CC1)C1=NN(C=2C[C@@H](CCC12)C(=O)NC1(CS(C1)(=O)=O)C)C1CCOCC1)F